ClC1=CC=C(C=C1)[C@H]1CC[C@H]2N(CCN(C2)C(=O)C2=C(C=CC=C2)OC)C1 [(7R,9aR)-7-(4-chlorophenyl)-1,3,4,6,7,8,9,9a-octahydropyrido[1,2-a]pyrazin-2-yl]-(2-methoxyphenyl)methanone